NC1=NC=2C=NC(=CC2C2=C1[C@H](OC2)C)C(=O)N(CC=2N=NC(=CC2)C(F)(F)F)C2CC2 (3R)-4-amino-N-cyclopropyl-3-methyl-N-((6-(trifluoromethyl)-3-pyridazinyl)methyl)-1,3-dihydrofuro[3,4-c][1,7]naphthyridine-8-carboxamide